(S)-3-(3-Chloro-4-fluorophenyl)-1-(8,9-difluoro-6-oxo-1,4,5,6-tetrahydro-2H-thiopyrano[3,4-c]isoquinolin-1-yl)-1-methylurea ClC=1C=C(C=CC1F)NC(N(C)[C@@H]1CSCC=2NC(C=3C=C(C(=CC3C21)F)F)=O)=O